tert-Butyl 4-(3-amino-5-carbamoyl-2-(((E)-4-((Z)-6-carbamoyl-2-((4-ethyl-2-methyloxazole-5-carbonyl)imino)thiazolo[4,5-b]pyridin-3(2H)-yl)but-2-en-1-yl)amino)phenoxy)butanoate NC=1C(=C(OCCCC(=O)OC(C)(C)C)C=C(C1)C(N)=O)NC\C=C\CN1/C(/SC=2C1=NC=C(C2)C(N)=O)=N/C(=O)C2=C(N=C(O2)C)CC